tert-Butyl (2R,4S)-2-(cyanomethyl)-4-({6-[(1S)-1-[(2S)-1-methylpyrrolidin-2-yl]ethoxy]-2-[3-(2-phenylpropan-2-yl)-1,2,4-oxadiazol-5-yl]pyrimidin-4-yl}oxy)piperidine-1-carboxylate C(#N)C[C@H]1N(CC[C@@H](C1)OC1=NC(=NC(=C1)O[C@@H](C)[C@H]1N(CCC1)C)C1=NC(=NO1)C(C)(C)C1=CC=CC=C1)C(=O)OC(C)(C)C